tetrahydro-3,5-dimethyl-2H-1,3,5-thiadiazinethione CN1CS(CN(C1)C)=S